C(CC[C@H](C)O)O (S)-pentane-1,4-diol